C(CCCCCCC)OP(=O)(OCCCCCCCC)OCCCCCCCC.C1(=CC=CC=C1)C(CCCCCCCOP(=O)(O)O)C1=CC=CC=C1.C(C=1C(C(=O)OCCCCCC)=CC=CC1)(=O)OCCCCCC Dihexyl phthalate diphenyloctyl-phosphate trioctyl-phosphate